4-Methoxy-2-[4-(6-methoxy-1'-methyl-6'-oxo-1',6'-dihydro-[3,4']bipyridinyl-3'-yl)-pyrazol-1-yl]-benzonitrile COC1=CC(=C(C#N)C=C1)N1N=CC(=C1)C1=CN(C(C=C1C=1C=NC(=CC1)OC)=O)C